C[Si](C1CCC(CC1)C=O)(C)C 4-(trimethylsilyl)cyclohexylformaldehyde